C(C1=CC=CC=C1)OCN1C(N(N=C(C1=O)NC(OC(C)(C)C)=O)C1=CC(=C(C(=C1)Cl)OC=1C=C2C3(C(N(C2=CC1)C)=O)CC3)Cl)=O t-butyl (4-((benzyloxy)methyl)-2-(3,5-dichloro-4-((1'-methyl-2'-oxospiro[cyclopropane-1,3'-indolin]-5'-yl)oxy)phenyl)-3,5-dioxo-2,3,4,5-tetrahydro-1,2,4-triazin-6-yl)carbamate